NC=1C(=NC(=C(N1)F)C1=CC=C(C=C1)N1CCN(CC1)C(C)C)C=1C=C2C(=CNC(C2=C(C1)F)=O)C 6-(3-amino-5-fluoro-6-(4-(4-isopropylpiperazin-1-yl)phenyl)pyrazin-2-yl)-8-fluoro-4-methylisoquinolin-1(2H)-one